FC=1C=C(C=CC1S(=O)(=O)C)NC1=NC=C(C(=N1)N[C@H](CO)C1=CC=CC=C1)C(=O)NC(C)C 2-{[3-fluoro-4-(methylsulfonyl)phenyl]amino}-4-{[(1S)-2-hydroxy-1-phenylethyl]amino}-N-(propan-2-yl)pyrimidine-5-carboxamide